5-((S)-2-amino-3-((N,N-dimethylsulfamoyl)amino)propanamido)-2-methyl-N-((R)-1-(naphthalen-1-yl)ethyl)benzamide 2,2,2-trifluoroacetate FC(C(=O)O)(F)F.N[C@H](C(=O)NC=1C=CC(=C(C(=O)N[C@H](C)C2=CC=CC3=CC=CC=C23)C1)C)CNS(N(C)C)(=O)=O